4,6-dimethylpyridine-3-carboxylic acid CC1=C(C=NC(=C1)C)C(=O)O